C(#N)N1C[C@]2(CC2C1)NC(=O)C1=NNC(=C1)C=1C=NC=CC1SC1=CC=CC=C1 N-((1R)-3-cyano-3-azabicyclo[3.1.0]hexan-1-yl)-5-(4-(phenylthio)pyridin-3-yl)-1H-pyrazole-3-carboxamide